C(#N)C(CCCl)C(C)N1N=CC(=C1C)C(=O)N(C1=CN=NC=C1)CC 1-[1-(1-cyanochloropropyl)ethyl]-N-ethyl-5-methyl-N-pyridazin-4-yl-pyrazole-4-carboxamide